sodium acetate, carbonate salt C([O-])(O)=O.C(C)(=O)O.[Na+]